5-hydroxymethyl uridine-5'-triphosphate P(O)(=O)(OP(=O)(O)OP(=O)(O)O)OC[C@@H]1[C@H]([C@H]([C@@H](O1)N1C(=O)NC(=O)C(=C1)CO)O)O